FC1=C(C(=O)N(C2=NC=CC3=CC(=CC=C23)NC2=NC=CC=N2)[C@H]2CNCCC2)C=CC(=C1)NC1=NC=CC=N1 (R)-2-fluoro-N-(piperidin-3-yl)-4-(pyrimidin-2-ylamino)-N-(6-(pyrimidin-2-ylamino)isoquinolin-1-yl)benzamide